4-chloro-2-(4-(2-((dimethylamino)methyl)-1-ethyl-1H-imidazol-5-yl)phenoxy)-6-fluorobenzaldehyde ClC1=CC(=C(C=O)C(=C1)F)OC1=CC=C(C=C1)C1=CN=C(N1CC)CN(C)C